(R)-N-(1-hydroxypropan-2-yl)-5-(4-(trifluoromethyl)phenyl)quinoxaline-2-carboxamide OC[C@@H](C)NC(=O)C1=NC2=CC=CC(=C2N=C1)C1=CC=C(C=C1)C(F)(F)F